N-(4-(6-(2-ethyloxetan-2-yloxy)hexyl)phenyl)-3,4,5-trifluoroaniline C(C)C1(OCC1)OCCCCCCC1=CC=C(C=C1)NC1=CC(=C(C(=C1)F)F)F